(2-methylquinoline-5-sulfonyl)-5-oxaspiro[2.4]heptane-6-carboxamide CC1=NC=2C=CC=C(C2C=C1)S(=O)(=O)C1CC12COC(C2)C(=O)N